1-(1'-hydroxypropyl)benzotriazole antimony-cobalt [Co].[Sb].OC(CC)N1N=NC2=C1C=CC=C2